N-[3-(2-aminoethylcarbamoylamino)propyl]-4-[[3-(2,3-difluoro-4-methoxy-phenyl)imidazo[1,2-a]pyrazin-8-yl]amino]-2-ethyl-benzamide NCCNC(=O)NCCCNC(C1=C(C=C(C=C1)NC=1C=2N(C=CN1)C(=CN2)C2=C(C(=C(C=C2)OC)F)F)CC)=O